C1(=CC=CC=C1)C=1C=C(C2=C(C=CS2)C1)N1C(=CC2=CC(=CC=C12)C)C1=CC=C(C=C1)C(C)(C)C 5-phenyl-7-(2-(4-tert-butylphenyl)-5-methyl-1H-1-indolyl)benzothiophene